Cl.N1(C=NC=C1)C=1N=C(N2C1C=CC=C2)C(=O)NC2CCC1(CNC1)CC2 1-(1H-imidazol-1-yl)-N-(2-azaspiro[3.5]nonan-7-yl)imidazo[1,5-a]pyridine-3-carboxamide hydrochloride